(R)-1-tert-butylmethylphosphino-2-bis(pentafluorophenyl)phosphinobenzene C(C)(C)(C)CPC1=C(C=CC=C1)P(C1=C(C(=C(C(=C1F)F)F)F)F)C1=C(C(=C(C(=C1F)F)F)F)F